N[C@@H](CCC(=O)NCC)C(=O)Br L-theanine bromide